COC1=C(C(=CC(=C1)OC1=CC=CC=C1)OC)[N+](=O)[O-] 1,3-dimethoxy-2-nitro-5-phenoxybenzene